6-[8-(1,3-benzothiazol-2-ylcarbamoyl)-3,4-dihydroisoquinolin-2(1H)-yl]-3-[1-(2-methoxy-2-oxo-1-phenylethyl)-1H-pyrazol-4-yl]pyridine-2-carboxylic acid S1C(=NC2=C1C=CC=C2)NC(=O)C=2C=CC=C1CCN(CC21)C2=CC=C(C(=N2)C(=O)O)C=2C=NN(C2)C(C(=O)OC)C2=CC=CC=C2